2-amino-5-(3,5-dichlorophenyl)-4-oxo-4,5-dihydrofuran-3-yl-5-d phenylmethanesulfonate C1(=CC=CC=C1)CS(=O)(=O)OC1=C(OC(C1=O)([2H])C1=CC(=CC(=C1)Cl)Cl)N